6-methyl-5-(((R)-3-oxo-2-(((2s,4S)-6-oxo-5-oxa-7-azaspiro[3.4]octan-2-yl)methyl)isoindolin-1-yl)methyl)pyrimidine-4-carbonitrile CC1=C(C(=NC=N1)C#N)C[C@H]1N(C(C2=CC=CC=C12)=O)CC1CC2(C1)OC(NC2)=O